OCCN1C(NC(NC1=O)=O)=O (2-hydroxyethyl)-1,3,5-triazine-2,4,6(1h,3h,5h)-trione